5-(3-chlorobenzamido)-N-(2-(3-chlorophenyl)propan-2-yl)-1,2,3-thiadiazole-4-carboxamide ClC=1C=C(C(=O)NC2=C(N=NS2)C(=O)NC(C)(C)C2=CC(=CC=C2)Cl)C=CC1